(S)-7-fluoro-1,3-dihydrospiro[indene-2,4'-piperidin]-1-amine FC=1C=CC=C2CC3(CCNCC3)[C@@H](C12)N